tert-butyl N-[3-({5-chloro-2-[(1-methyl-1H-pyrazol-4-yl)amino]pyrimidin-4-yl}oxy)-4-fluorophenyl]carbamate ClC=1C(=NC(=NC1)NC=1C=NN(C1)C)OC=1C=C(C=CC1F)NC(OC(C)(C)C)=O